FC1(CN(CC1(C)C)C1=NC=C(C=2C1=CN(N2)N2C(NC(C=C2)=O)=O)F)F [4-(3,3-difluoro-4,4-dimethyl-pyrrolidin-1-yl)-7-fluoro-pyrazolo[4,3-c]pyridin-2-yl]-1H-pyrimidine-2,4-dione